C1(=CC(=CC=C1)CCCO)C 3-m-tolylpropan-1-ol